FC(C=1C=C(N)C=CC1C(F)(F)F)(F)F 3,4-bis(trifluoromethyl)aniline